1,3,5-Tris[4,5-bis(3,5-di-tert-butyl-2-hydroxyphenyl)-1H-imidazol-2-yl]benzene C(C)(C)(C)C=1C(=C(C=C(C1)C(C)(C)C)C=1N=C(NC1C1=C(C(=CC(=C1)C(C)(C)C)C(C)(C)C)O)C1=CC(=CC(=C1)C=1NC(=C(N1)C1=C(C(=CC(=C1)C(C)(C)C)C(C)(C)C)O)C1=C(C(=CC(=C1)C(C)(C)C)C(C)(C)C)O)C=1NC(=C(N1)C1=C(C(=CC(=C1)C(C)(C)C)C(C)(C)C)O)C1=C(C(=CC(=C1)C(C)(C)C)C(C)(C)C)O)O